1,1-bis(4-hydroxy-3-methylphenyl)-2-phenylethane OC1=C(C=C(C=C1)C(CC1=CC=CC=C1)C1=CC(=C(C=C1)O)C)C